FC1=C(C(=CC(=C1)F)F)C#N 2,4,6-trifluoro-benzenenitrile